N1(CCCC1)CCO syn-1-Pyrrolidineethanol